4-(1-benzyl-3-bromo-1H-pyrrolo[3,2-b]pyridin-6-yl)-3,5-dimethylisoxazole C(C1=CC=CC=C1)N1C=C(C2=NC=C(C=C21)C=2C(=NOC2C)C)Br